C(=O)O.N1C[C@@H](CCCC1)NC=1N=NC(=C2C1C=NC=C2)C2=C(C=C(C=C2)C(F)(F)F)OC N-[(3R)-azepan-3-yl]-1-[2-methoxy-4-(trifluoromethyl)phenyl]pyrido[3,4-d]pyridazin-4-amine formate